NC1=NC(=C(C(=N1)N[C@@H](C)CCCO)CC1=C(C=C(C(=O)O)C=C1)OC)C 4-[(2-amino-4-{[(2S)-hydroxypentan-2-yl]amino}-6-methylpyrimidin-5-yl)methyl]-3-methoxybenzoic acid